1,5-bis((2-methyl-4-aminophenyl)amino)anthracene-9,10-dione CC1=C(C=CC(=C1)N)NC1=CC=CC=2C(C3=C(C=CC=C3C(C12)=O)NC1=C(C=C(C=C1)N)C)=O